5-(2,4,5-trifluoro-3-hydroxyphenyl)-1,2,4-oxadiazol FC1=C(C=C(C(=C1O)F)F)C1=NC=NO1